FC1=C(COC2=CC(=NN2CCC(C)C)CNC)C=C(C=C1)F 1-{5-[(2,5-difluorobenzyl)oxy]-1-(3-methylbutyl)-1H-pyrazol-3-yl}-N-methylmethanamine